N1C=NC=C1C1=C(N=C2N1C=CC(=N2)N(C)C)C2=NC(=NN2)C(F)(F)F 3-(1H-imidazol-5-yl)-N,N-dimethyl-2-[3-(trifluoromethyl)-1H-1,2,4-triazol-5-yl]imidazo[1,2-a]pyrimidin-7-amine